C1(=CC=CC=C1)C=1C=C2C=CC(=C(C2=CC1)C1=C(C=CC2=CC(=CC=C12)C1=CC=CC=C1)OCCOCCO)OCCO 6,6'-diphenyl-2-(2-hydroxyethoxy)-2'-(2-(2-hydroxyethoxy)-ethoxy)-1,1'-binaphthyl